4-bromo-1-(phenylsulfonyl)-1H-pyrrolo[2,3-b]Pyridine BrC1=C2C(=NC=C1)N(C=C2)S(=O)(=O)C2=CC=CC=C2